The molecule is an all-trans-retinyl ester obtained by formal condensation of the carboxy group of octanoic acid with the hydroxy group of all-trans-retinol. It derives from an octanoic acid. CCCCCCCC(=O)OC/C=C(\\C)/C=C/C=C(\\C)/C=C/C1=C(CCCC1(C)C)C